1,3-bis(2',6'-dimethylphenyl)-imidazolidinimine CC1=C(C(=CC=C1)C)N1C(N(CC1)C1=C(C=CC=C1C)C)=N